4'-Vinyluridin C(=C)[C@]1([C@H]([C@H]([C@@H](O1)N1C(=O)NC(=O)C=C1)O)O)CO